tert-butyl 7-((methylsulfonyl)oxy)-2-azaspiro[3.5]nonane-2-carboxylate CS(=O)(=O)OC1CCC2(CN(C2)C(=O)OC(C)(C)C)CC1